C(#N)C1=C(C=C(C=C1)N(C(=O)C=1N=C(C=2N(C1)C(=CN2)C=2C=CC(=NC2)NC(OC)=O)C)C)OC methyl N-[5-[6-[(4-cyano-3-methoxy-phenyl)-methyl-carbamoyl]-8-methyl-imidazo[1,2-a]pyrazin-3-yl]-2-pyridyl]carbamate